FC1=CC=C(C(=O)NC(C)C2=NC=3CCCN(C3C=C2)C(=O)C2=NN(C=C2)C)C=C1 4-fluoro-N-{1-[5-(1-methyl-1H-pyrazole-3-carbonyl)-5,6,7,8-tetrahydro-1,5-naphthyridin-2-yl]ethyl}benzamide